8-(2-((tert-butoxycarbonyl)imino)-4,4-diethyl-6-oxotetrahydropyrimidin-1(2H)-yl)-5,6,7,8-tetrahydronaphthalene-2-carboxylic acid C(C)(C)(C)OC(=O)N=C1N(C(CC(N1)(CC)CC)=O)C1CCCC=2C=CC(=CC12)C(=O)O